OC=1C=CC(=C2C=CC(NC12)=O)OC(C(CC)NC(C(F)(F)F)=O)=O 8-hydroxy-5-(2-trifluoroacetamidobutyryloxy)quinolone